ClC1=C(CNC(=O)C2(C=3C=CC=NC3C(CC2)=C)F)C=CC=C1C(F)(F)F N-(2-chloro-3-(trifluoro-methyl)benzyl)-5-fluoro-8-methylene-5,6,7,8-tetra-hydroquinoline-5-carboxamide